(6,6-difluoro-5-methoxy-1-(tetrahydro-2H-pyran-2-yl)-1,5,6,7-tetrahydrocyclopenta[f]indazol-4-yl)boronic acid FC1(CC2=C(C(=C3C=NN(C3=C2)C2OCCCC2)B(O)O)C1OC)F